O1CC(=CC1)C=1C2=C(C(=NC1)OC)N=C(S2)NC(=O)C2CC2 N-[7-(2,5-dihydrofuran-3-yl)-4-methoxy-[1,3]thiazolo[4,5-c]pyridin-2-yl]cyclopropane-carboxamide